monosodium monopotassium salt [K].[Na]